C(#C)C1=CC=C(OC2CCN(CC2)C2=CC=C(C=N2)C=2C=3N(C=C(C2)O)N=C(C3C#N)F)C=C1 (6-(4-(4-ethynylphenoxy)piperidin-1-yl)pyridin-3-yl)-2-fluoro-6-hydroxypyrazolo[1,5-a]pyridine-3-carbonitrile